3-(1-methyl-1,8-diazaspiro[4.5]decan-8-yl)-2-nitroaniline CN1CCCC12CCN(CC2)C=2C(=C(N)C=CC2)[N+](=O)[O-]